BrC=1C=NN2C1N=C(N=C2NCC2=NC1=C(N2COCC[Si](C)(C)C)C=C(C=C1)CCNC(OC(C)(C)C)=O)N1CCOCC1 tert-butyl {2-[2-({[8-bromo-2-(morpholin-4-yl)pyrazolo[1,5-a][1,3,5]triazin-4-yl]amino}methyl)-1-{[2-(trimethylsilyl)ethoxy]methyl}-1H-benzimidazol-6-yl]ethyl}carbamate